C1CC(=O)N[C@@H]1C(=O)O Pyrrolidonecarboxylic acid